C(C1=CC=CC=C1)N1CCN(CC1)C1=CC=C(C=N1)C=1C=2N(C=C(C1)O)N=CC2C#N 4-(6-(4-Benzylpiperazin-1-yl)pyridin-3-yl)-6-hydroxypyrazolo[1,5-a]pyridine-3-carbonitrile